FC=1C(=C(C=C2CCN(CC12)CCC(CC(C)(C)C)C)O)N1CC(NS1(=O)=O)=O 5-[8-fluoro-6-hydroxy-2-(3,5,5-trimethylhexyl)-1,2,3,4-tetrahydroisoquinolin-7-yl]-1λ6,2,5-thiadiazolidine-1,1,3-trione